(S)- and (R)-4-(2-((2-(6-(1-(2-methoxyethyl)-1H-pyrazol-4-yl)-1H-indol-3-yl)-2-oxo-1-phenylethyl)amino)eth-yl)benzamide COCCN1N=CC(=C1)C1=CC=C2C(=CNC2=C1)C([C@H](C1=CC=CC=C1)NCCC1=CC=C(C(=O)N)C=C1)=O |r|